Tin lead methyl-ammonium iodide [I-].C[NH3+].[Pb].[Sn]